rel-7-fluoro-N-{2-[(2R)-1-methylpyrrolidin-2-yl]imidazo[1,2-a]pyridin-6-yl}isoquinoline-6-carboxamide FC1=C(C=C2C=CN=CC2=C1)C(=O)NC=1C=CC=2N(C1)C=C(N2)[C@@H]2N(CCC2)C |o1:23|